6-(1H-indol-2-yl)-3-methylbenzo[D]oxazol-2(3H)-one N1C(=CC2=CC=CC=C12)C1=CC2=C(N(C(O2)=O)C)C=C1